CC1=NN2C(C(=C(C=C2)NC(=O)N2CCC=3C2=NC=CC3N3C[C@@H](NCC3)C)C)=C1 (S)-N-(2,4-dimethylpyrazolo[1,5-a]pyridin-5-yl)-4-(3-methylpiperazin-1-yl)-2,3-dihydro-1H-pyrrolo[2,3-b]pyridine-1-carboxamide